FC(C(O)([2H])C1=CC=C(C=C1)OC)F 2,2-difluoro-1-(4-methoxyphenyl)ethan-1-d-1-ol